tert-butyl (3S)-3-(2-hydroxyethyl)pyrrolidine-1-carboxylate OCC[C@H]1CN(CC1)C(=O)OC(C)(C)C